bis(1,2,2,6,6-pentamethyl-4-piperidyl) ditridecyl butanetetracarboxylate C(C(CC)C(=O)OCCCCCCCCCCCCC)(C(=O)OC1CC(N(C(C1)(C)C)C)(C)C)(C(=O)OC1CC(N(C(C1)(C)C)C)(C)C)C(=O)OCCCCCCCCCCCCC